C(C)(C)(C)OC(=O)N1CCN(C2(CC2)C1)CC(=O)O 2-(7-(tert-butoxycarbonyl)-4,7-diazaspiro[2.5]octane-4-yl)acetic acid